OCC1CCCCC1 Hydroxymethylcyclohexan